dimethyl-thiocarbamoyl-propane sodium [Na].CC(CC)(C(N)=S)C